N1N=CC=2C1=C1C(=NC2)NC=C1 1,6-dihydropyrazolo[3,4-d]Pyrrolo[2,3-b]Pyridine